(3-amino-6-ethyl-4,5,6,7-tetrahydro-pyrazolo[3,4-c]pyridin-2-yl)(6-fluoro-1,2,3,4-tetrahydro-quinolin-4-yl)methanone NC=1N(N=C2CN(CCC21)CC)C(=O)C2CCNC1=CC=C(C=C21)F